C(CCCCC)C(COC(CCCCCN(CCCCCC(=O)OCC(CCCCCCCC)CCCCCC)CCN(C)CCCCCC(=O)OCC1=CC=CC=C1)=O)CCCCCCCC.C1(=CC=CC2=CC=CC=C12)C=1N=C(NC1)C=1SC=CC1 4-(1-Naphthyl)-2-(2-thienyl)imidazole bis(2-hexyldecyl)6,6'-((2-((6-(benzyloxy)-6-oxohexyl)(methyl)amino)ethyl)azanediyl)dihexanoate